CCC[C@]12[C@@H]3CCC[C@@]34CC[C@H]5[C@@]1(CC[C@@H]([C@@H]2N4C5)C(C)C)C The molecule is a tetracyclic terpene alkaloid and the parent compound of the daphnane subgroup of the squalene-derived Daphniphyllium alkaloids. It is a diterpene alkaloid and a terpene alkaloid fundamental parent.